NN1C([C@@H](N=C(C2=C1C=CC(=C2Cl)C(F)(F)F)C2=NC(=CC=C2F)OCC2=CC=CC=C2)C)=O (3S)-1-amino-5-(6-benzyloxy-3-fluoro-2-pyridinyl)-6-chloro-3-methyl-7-(trifluoromethyl)-3H-1,4-benzodiazepine-2-One